N-methyl-N-(5-methylpyridin-2-yl)-6-oxo-1,6-dihydropyridine-2-carboxamide CN(C(=O)C=1NC(C=CC1)=O)C1=NC=C(C=C1)C